2-[2-(4,4-difluoroazepan-1-yl)-3-quinolyl]-3-methoxy-4-oxo-1H-1,6-naphthyridine-5-carboxamide FC1(CCN(CCC1)C1=NC2=CC=CC=C2C=C1C=1NC=2C=CN=C(C2C(C1OC)=O)C(=O)N)F